C(CCCCCCCCCC)C(=O)N[C@H]1[C@@H](CCCC1)NC(=O)CCCCCCCCCCC trans-1,2-bis(undecylcarbonylamino)cyclohexan